FC=1C=C(C=CC1N1CCC(CC1)N1C(CC2=CC=CC=C12)=O)C1(NNC(=N1)N)N 3-(3-fluoro-4-(4-(indolin-2-one-1-yl)piperidin-1-yl)phenyl)-1H-1,2,4-triazole-3,5-diamine